C(C)(C)(C)OC(=O)N[C@H](C(=O)O)CC1=CNC2=CC=CC(=C12)Cl (S)-2-((tert-Butoxycarbonyl)amino)-3-(4-chloro-1H-indol-3-yl)propanoic acid